N1CC(C1)NC(=O)C=1C=C2C(=NNC2=CC1)C1=NC2=C(N1)C=C(C=C2)N2CCOCC2 N-(azetidin-3-yl)-3-(6-morpholino-1H-benzo[d]imidazol-2-yl)-1H-indazole-5-carboxamide